NC=1C=C(C#N)C=CC1N1CCC(CC1)C(C1=C(C=CC(=C1)F)F)=O 3-amino-4-(4-(2,5-difluorobenzoyl)piperidin-1-yl)benzonitrile